1,1,1,3,3,3-Hexafluoro-2-{2-methyl-1-[5-methyl-2-(3-trifluoromethylphenyl)-oxazol-4-ylmethyl]-1H-indol-5-yl}-propan-2-ol FC(C(C(F)(F)F)(O)C=1C=C2C=C(N(C2=CC1)CC=1N=C(OC1C)C1=CC(=CC=C1)C(F)(F)F)C)(F)F